rac-tert-butyl (3R,4S)-3-((5-(2-(cyclopropanecarboxamido)pyrazolo[1,5-a]pyridin-5-yl)-1-methyl-1H-pyrazol-4-yl)oxy)-4-methoxypyrrolidine-1-carboxylate C1(CC1)C(=O)NC1=NN2C(C=C(C=C2)C2=C(C=NN2C)O[C@@H]2CN(C[C@@H]2OC)C(=O)OC(C)(C)C)=C1 |r|